(2R,4S)-tert-butyl 4-(5-bromo-7-chloro-2H-benzo[b][1,4]oxazin-4(3H)-yl)-2-(hydroxymethyl)pyrrolidine-1-carboxylate BrC1=CC(=CC=2OCCN(C21)[C@H]2C[C@@H](N(C2)C(=O)OC(C)(C)C)CO)Cl